N-ethyl-N'-(2-fluoro-5-methyl-4-(3-((4-(trifluoromethoxy)benzyl)oxy)oxetan-3-yl)phenyl)-N-methylformimidamide C(C)N(C=NC1=C(C=C(C(=C1)C)C1(COC1)OCC1=CC=C(C=C1)OC(F)(F)F)F)C